ClC1=C(C(=O)C2=CC(=NN2C)C#N)C=CC=N1 5-(2-chloronicotinoyl)-1-methyl-1H-pyrazole-3-carbonitrile